CC1=CC=C(O1)CCC=O 3-(5-methylfuran-2-yl)propan-1-one